C(CSSCCS(=O)(=O)[O-])S(=O)(=O)[O-].[K+].[Na+] sodium potassium 2,2'-dithiobisethanesulfonate